ClC=1C=C(C(=O)N2N=C3C(CN([C@@H](C3)C)C(C3=CC(=C(C=C3)Cl)Cl)=O)=C2C(=O)OCC)C=CC1Cl ethyl (R)-2,5-bis(3,4-dichlorobenzoyl)-6-methyl-4,5,6,7-tetrahydro-2H-pyrazolo[4,3-c]pyridine-3-carboxylate